C(CCCCCCCCCCCCCCCCC)(=O)O.C(=N)N formamidine stearate